N1(CCC1)CCC1=NN(C(C=C1C)=O)[C@H](C(=O)N)CC(C)C (S)-2-(3-(2-(azetidin-1-yl)ethyl)-4-methyl-6-oxopyridazin-1(6H)-yl)-4-methylpentanamide